CN(C)CCN1C(=[N+](C=C1)CCN(C)C)C 1,3-bis(N,N-dimethylaminoethyl)-2-methylimidazolium